[C@H]12NC[C@H]([C@H](C1)C(=O)O)C2 (1R,4S,5S)-2-azabicyclo[2.2.1]heptane-5-carboxylic acid